8-hydroxy-7-((S)-5H-imidazo[5,1-a]isoindol-5-yl)-5,6,7,8-tetrahydronaphthalene-2-carboxamide OC1C(CCC=2C=CC(=CC12)C(=O)N)[C@@H]1N2C(C3=CC=CC=C13)=CN=C2